C(C)OC(CCCN1N=NC(=C1)CCCC)=O 4-butyl-1H-1,2,3-triazole-1-butanoic acid ethyl ester